O=C1C2=CC=CC=C2S(=O)(=O)N1[Ca]N1C(=O)C2=CC=CC=C2S(=O)(=O)1 saccharin calcium salt